(5-phenyl-2,2-diethyl-1,3-dioxolan-4-yl) ethylaminosulfonate C(C)NS(=O)(=O)OC1OC(OC1C1=CC=CC=C1)(CC)CC